N-((5-(thiazol-4-ylethynyl)pyridin-2-yl)methyl)cyclopropylamine S1C=NC(=C1)C#CC=1C=CC(=NC1)CNC1CC1